C(C)OC1=C(OCCO)C=CC=C1 2-(2-ethoxyphenoxy)ethanol